(3-(2-fluorophenyl)prop-2-yn-1-yl)(phenyl)aminothioformyl fluoride FC1=C(C=CC=C1)C#CCN(C1=CC=CC=C1)C(=S)F